CC(CCC(=O)NC=1C=C2N=CC(N(C2=CC1)[C@@H](C)C1=NC(=CC=C1)C(F)(F)F)=O)(C)C (S)-4,4-dimethyl-N-(2-oxo-1-(1-(6-(trifluoromethyl)pyridin-2-yl)ethyl)-1,2-dihydroquinoxalin-6-yl)pentanamide